4-methylbenzenesulfonic acid 17-(4-(4,4,5,5-tetramethyl-1,3,2-dioxaborolan-2-yl)-1H-pyrazol-1-yl)-3,6,9,12,15-pentaoxaheptadecyl ester CC1(OB(OC1(C)C)C=1C=NN(C1)CCOCCOCCOCCOCCOCCOS(=O)(=O)C1=CC=C(C=C1)C)C